OC(=O)C(C(C(C(C(C(C(C(C([2H])([2H])[2H])([2H])[2H])([2H])[2H])([2H])[2H])([2H])[2H])([2H])[2H])([2H])[2H])([2H])[2H])([2H])[2H] capric acid-d19